C1=C(C=CC=2C(C3=CC(=CC=C3C(C12)=O)OCCCC(=O)[O-])=O)OCCCC(=O)[O-] 4,4'-((9,10-anthraquinone-2,6-diyl)dioxy)dibutyrate